N-(2,2-dimethyl-1,3-dioxolan-4-ylmethyl)-N-ethynyl-methanesulfonamide (2R,3S,4S)-2-[(4-fluorophenyl)methyl]-4-hydroxypyrrolidin-3-yl-N-[(3-fluorophenyl)methyl]carbamate FC1=CC=C(C=C1)C[C@H]1NC[C@@H]([C@H]1N(C(O)=O)CC1=CC(=CC=C1)F)O.CC1(OCC(O1)CN(S(=O)(=O)C)C#C)C